methyl N,N-diethylcarbamate C(C)N(C(OC)=O)CC